BrC=1C=CC=2N(C1)N=CC2C2=CC=C(C(=O)OC(C)(C)C)C=C2 tert-butyl 4-(6-bromopyrazolo[1,5-a]pyridin-3-yl)benzoate